C(CCCCCCCCCCCCCCCCCCC)C1=C(C=CC=C1)O 2-icosylphenol